NC=C1CC(CCC1)=CN 1,3-bisaminomethylenecyclohexane